CC1(CCCCC1)C1=CC=C(C=C1)NC(C1=C(C=CC(=C1)[N+](=O)[O-])SC1=NN=NN1C)=O N-[4-(1-methylcyclohexyl)phenyl]-2-[(1-methyl-1H-tetrazol-5-yl)sulfanyl]-5-nitrobenzamide